C(C)(=O)[O-].C(CCCCCCCCCCCCCCC)[N+](C)(C)CCCCCCCCCCCCCCCC di(hexadecyl)dimethyl-ammonium acetate